3-chloro-2-methyl-7-((2S,4R)-2-(1-methyl-1H-pyrazol-4-yl)tetrahydro-2H-pyran-4-yl)-9-(4-(trifluoromethyl)phenyl)-4H-pyrazino[1,2-a]pyrimidin-4-one ClC1=C(N=C2N(C1=O)C=C(N=C2C2=CC=C(C=C2)C(F)(F)F)[C@H]2C[C@H](OCC2)C=2C=NN(C2)C)C